C(C1=CC=CC=C1)O[C@@H](C(=O)OC)C methyl (R)-2-(benzyloxy)propionate